P(=O)([O-])([O-])OC[C@@H]1[C@H]([C@H]([C@@H](O1)N1C(=O)NC(=O)C=C1)O)O.[Na+].[Na+] disodium uridine 5'-monophosphate